(Z)-1-(3-(5-methyl-2-(2,2,2-trifluoro-1-methoxyethyl)phenyl)-4-oxothiazolidin-2-ylidene)-3-(4-(3-(4-(trifluoromethoxy)phenyl)-1H-1,2,4-triazol-1-yl)phenyl)urea CC=1C=CC(=C(C1)N1/C(/SCC1=O)=N/C(=O)NC1=CC=C(C=C1)N1N=C(N=C1)C1=CC=C(C=C1)OC(F)(F)F)C(C(F)(F)F)OC